ClC1=CC=CC(=N1)C(CNC(=O)C=1SC(=NN1)C1=NC=C(C=C1F)F)(C)C=1C=NN(C1)C N-[2-(6-chloropyridin-2-yl)-2-(1-methylpyrazol-4-yl)propyl]-5-(3,5-difluoropyridin-2-yl)-1,3,4-thiadiazole-2-carboxamide